4-azido-N-(2-(2,6-dioxopiperidin-3-yl)-1,3-dioxoisoindolin-4-yl)butanamide N(=[N+]=[N-])CCCC(=O)NC1=C2C(N(C(C2=CC=C1)=O)C1C(NC(CC1)=O)=O)=O